5-bromo-1,3-dimethoxy-2-methylbenzene BrC=1C=C(C(=C(C1)OC)C)OC